4-(7-chloro-[1,2,4]triazolo[4,3-a]pyridin-3-yl)benzaldehyde ClC1=CC=2N(C=C1)C(=NN2)C2=CC=C(C=O)C=C2